3-[3,5-Bis(trifluoromethyl)phenyl]-6-chloro-1,3-benzoxazine-2,4-dione FC(C=1C=C(C=C(C1)C(F)(F)F)N1C(OC2=C(C1=O)C=C(C=C2)Cl)=O)(F)F